C(C)(C)(C)OC(=O)N[C@@H]([C@@H](C(=O)N[C@@H](C(=O)OC(C)(C)C)C1=CC(=C(C=C1)Cl)OC(F)(F)F)O)CC1=CC=CC=C1 (R)-tert-butyl 2-((2S,3R)-3-((tert-butoxycarbonyl)amino)-2-hydroxy-4-phenylbutanamido)-2-(4-chloro-3-(trifluoromethoxy)phenyl)acetate